CN1N(C(C2=CC=CC(=C2C1)NCC1=CC=C(C=C1)CN1CCN(CC1)C1=CC=CC=C1)=O)C1C(NC(CC1)=O)=O 3-(3-methyl-1-oxo-5-((4-((4-phenylpiperazin-1-yl)methyl)benzyl)amino)-3,4-dihydrophthalazin-2(1H)-yl)piperidine-2,6-dione